FC(CN1C=NC2=C1C=CC=C2N)(F)F 1-(2,2,2-trifluoroethyl)-1H-benzo[d]imidazol-4-amine